6-cyclopropyloxy-5-fluoronicotinonitrile C1(CC1)OC1=NC=C(C#N)C=C1F